N[C@@H]1C2=CC=CC=C2CC12CCN(CC2)C=2N=C(C(=C(C(=O)O)C2)C2=C(C(=CC=C2)Cl)Cl)C 6-((S)-1-amino-1,3-dihydrospiro[indene-2,4'-piperidine]-1'-yl)-3-(2,3-dichlorophenyl)-2-methylisonicotinic acid